CC1=CN=C2C(=N1)CCC2 Methyl-6,7-dihydro-5H-cyclopenta[b]pyrazine